5-[3-({(1S)-1-[(1R,3S)-3-amino-2,2-dimethylcyclobutyl]ethyl}amino)-5-fluoro-4-(trifluoromethyl)phenyl]-1,3,4-oxadiazol-2(3H)-one N[C@@H]1C([C@@H](C1)[C@H](C)NC=1C=C(C=C(C1C(F)(F)F)F)C1=NNC(O1)=O)(C)C